((1S,4S,5S)-4-(4-(3-isopropyl-2-methyloctan-2-yl)-2,6-dimethoxyphenyl)-6,6-dimethylbicyclo[3.1.1]hept-2-en-2-yl)methanol C(C)(C)C(C(C)(C)C1=CC(=C(C(=C1)OC)[C@H]1C=C([C@@H]2C([C@H]1C2)(C)C)CO)OC)CCCCC